CCCCCCCCCCCCCCCCCCCCCCCC[C@H]([C@@H](CCCCCCCCCCCCCCCC[C@@H]1C[C@@H]1[C@H](C)CCCCCCCCCCCCCCCCCC[C@H]([C@H](C)CCCCCCCCCCCCCCCCCC)O)O)C(=O)O The molecule is a chiral mycolic acid analogue comprising 3-hydroxypropanoic acid having a tetracosanyl group at position 2 and a further long-chain alkyl group containing cyclopropyl and hydroxy functions attached at position 3.